N1(C=NC=C1)C=1N=C(C2=C(N1)C=CN2C)C(=O)NC2CCC(CC2)OCCOC (1H-imidazol-1-yl)-N-((1r,4r)-4-(2-methoxyethoxy)cyclohexyl)-5-methyl-5H-pyrrolo[3,2-d]pyrimidine-4-carboxamide